C(C)(=O)OC(CCCCCC[N+](C)(C)CCCS(=O)(=O)[O-])CCCCCCC 7-acetoxy-3-(N,N-dimethyltetradecylammonio)propanesulfonate